bis[(β-(3,5-di-tert-butyl-4-hydroxybenzyl) methylcarboxyethyl)] sulfide C(C)(C)(C)C=1C=C(CCC(CSCC(CCC2=CC(=C(C(=C2)C(C)(C)C)O)C(C)(C)C)C(=O)O)C(=O)O)C=C(C1O)C(C)(C)C